(S)-4-(diphenylcarbamoyl)-1-(10-methoxy-5H-dibenzo[b,f]azepine-5-carbonyl)piperazine-2-carboxylic acid C1(=CC=CC=C1)N(C(=O)N1C[C@H](N(CC1)C(=O)N1C2=C(C=C(C3=C1C=CC=C3)OC)C=CC=C2)C(=O)O)C2=CC=CC=C2